9'-(4,4,5,5-tetramethyl-1,3,2-dioxaborolan-2-yl)-4'H-spiro[cyclopropane-1,3'-pyrazino[1,2-b]indazole]-1'(2'H)-one CC1(OB(OC1(C)C)C1=CC2=C3N(N=C2C=C1)CC1(NC3=O)CC1)C